FC=1C=C2C=NN(C2=CC1COC1=CC=CC(=N1)C1CCN(CC1)CC1=NC2=C(N1C[C@H]1OCC1)C=C(C=C2)C(=O)OC(C)(C)C)C2COC2 Tert-butyl (S)-2-((4-(6-((5-fluoro-1-(oxetan-3-yl)-1H-indazol-6-yl) methoxy) pyridin-2-yl) piperidin-1-yl) methyl)-1-(oxetan-2-ylmethyl)-1H-benzo[d]imidazole-6-carboxylate